[Na+].C(C)C(CC(C(C(=O)[O-])S(=O)(=O)[O-])(C(=O)[O-])CC(CCCC)CC)CCCC.[Na+].[Na+] bis(2-ethylhexyl)sulfosuccinic acid sodium salt